OC1CC2(CC(C2)N(C(OC(C)(C)C)=O)C)C1 Tert-butyl (±)-(6-hydroxyspiro[3.3]hept-2-yl)(methyl)carbamate